ClC1=NC=2N(C(N(C(C2N1)=O)C)=O)C 8-chloro-1,3-dimethyl-3,7-dihydro-1H-purine-2,6-dione